ClC=1C=NC=C(C1C(C)OC=1C=C2C(=NNC2=CC1)C(=O)NC=1C=NN(C1)CC)Cl 5-(1-(3,5-Dichloropyridin-4-yl)ethoxy)-N-(1-Ethyl-1H-Pyrazol-4-yl)-1H-Indazol-3-Carboxamid